BrC=1C(N(C=C2C(=NN(C(C21)=O)C)N[C@H](C)C2=C(C(=CC=C2)C(F)F)F)[C@@H]2[C@@H](COCC2)F)=O 8-bromo-4-(((R)-1-(3-(difluoromethyl)-2-fluorophenyl)ethyl)amino)-6-((3S,4S)-3-fluorotetrahydro-2H-pyran-4-yl)-2-methyl-2,6-dihydropyrido[3,4-d]pyridazine-1,7-dione